5-trifluoromethyl-1-(4-trifluoromethylphenyl)benzo[d][1,3,2]thiaselenazol-1-one FC(C=1C=CC2=C([Se]NS2(=O)C2=CC=C(C=C2)C(F)(F)F)C1)(F)F